NC1=C(OCCCCCCCCCOC2=C(C=CC=C2)N)C=CC=C1 1,9-bis(2-aminophenoxy)nonane